3-(4-fluoro-benzoyl)-1,2,3,6,7,8,9,10-octahydro-azepino[4,5-b]indole-5-carboxylic acid ethyl ester C(C)OC(=O)C1=CN(CCC2=C1NC=1CCCCC21)C(C2=CC=C(C=C2)F)=O